1H-2,1-benzothiazin-4(3H)-one N1SCC(C2=C1C=CC=C2)=O